5-ethenyl-1-(4-fluorophenyl)-N-[4-[[6-methoxy-7-(2-methoxyethoxy)-1,5-naphthyridin-4-yl]oxy]phenyl]-4,6-dimethyl-2-oxopyridine-3-carboxamide C(=C)C=1C(=C(C(N(C1C)C1=CC=C(C=C1)F)=O)C(=O)NC1=CC=C(C=C1)OC1=CC=NC2=CC(=C(N=C12)OC)OCCOC)C